N-((2S)-1,1-dicyclopropyl-3-((2-fluoro-4-((2S)-1-oxo-1-((tetrahydrofuran-3-yl)(2,2,2-trifluoroethyl)amino)propan-2-yl)phenyl)amino)-3-oxopropan-2-yl)-1-ethyl-1H-pyrazole-5-carboxamide C1(CC1)C([C@@H](C(=O)NC1=C(C=C(C=C1)[C@@H](C(N(CC(F)(F)F)C1COCC1)=O)C)F)NC(=O)C1=CC=NN1CC)C1CC1